N-(4-(hydroxymethyl)tetrahydro-2H-pyran-4-yl)-2-methyl-5-((5-methylthiazol-2-yl)methoxy)benzofuran-3-carboxamide OCC1(CCOCC1)NC(=O)C1=C(OC2=C1C=C(C=C2)OCC=2SC(=CN2)C)C